7-((5-(((tert-butyldimethylsilyl)oxy)methyl)-6-methylpyridin-3-yl)chloromethyl)-8-methyl-3-(trifluoromethyl)-[1,2,4]triazolo[4,3-a]pyridine [Si](C)(C)(C(C)(C)C)OCC=1C=C(C=NC1C)C(C1=C(C=2N(C=C1)C(=NN2)C(F)(F)F)C)Cl